1-(3,5-bis(trifluoromethyl)phenyl)-3-(3-(3-cyclohexylthioureido)propyl)thiourea FC(C=1C=C(C=C(C1)C(F)(F)F)NC(=S)NCCCNC(=S)NC1CCCCC1)(F)F